ClC1=C(C=C(C=C1)F)C1NC(C2=C(C(=CC(=C12)NC(C1=CC(=CC(=C1)C(F)(F)F)F)=O)NCC(F)(F)F)O)=O N-[3-(2-chloro-5-fluorophenyl)-7-hydroxy-1-oxo-6-[(2,2,2-trifluoroethyl)amino]-2,3-dihydro-1H-isoindol-4-yl]-3-fluoro-5-(trifluoromethyl)benzamide